FC1=C(C(=C2CCC(C2=C1)N1N=CC=C1)OC)C=O 6-fluoro-4-methoxy-1-(1H-pyrazol-1-yl)-2,3-dihydro-1H-indene-5-carboxaldehyde